(nitro)phenylboronic acid [N+](=O)([O-])C1=C(C=CC=C1)B(O)O